(S)-8-(6-ethoxy-2-fluoropyridin-3-yl)-9-(4-((1-(3-fluoropropyl)pyrrolidin-3-yl)oxy)phenyl)-6,7-dihydro-5H-benzo[7]annulene-3-carbonitrile 2,2,2-trifluoroacetate FC(C(=O)O)(F)F.C(C)OC1=CC=C(C(=N1)F)C=1CCCC2=C(C1C1=CC=C(C=C1)O[C@@H]1CN(CC1)CCCF)C=CC(=C2)C#N